5-Methyl-N-(quinolin-2-yl)-1-(p-tolyl)-1H-1,2,3-triazole-4-carboxamide CC1=C(N=NN1C1=CC=C(C=C1)C)C(=O)NC1=NC2=CC=CC=C2C=C1